(R)-N-(4-fluoro-3-methylphenyl)-5-(2-((1-((2-hydroxy-2-methylpropyl)amino)-3,3-dimethyl-1-oxobutan-2-yl)amino)-2-oxoacetyl)-1,2,4-trimethyl-1H-pyrrole-3-carboxamide FC1=C(C=C(C=C1)NC(=O)C1=C(N(C(=C1C)C(C(=O)N[C@@H](C(=O)NCC(C)(C)O)C(C)(C)C)=O)C)C)C